NC1=NC(=NN1C(=O)NC1=CC=C(C=C1)C=1C=NC=C(C(=O)OCC)C1)NC1=CC=C(C=C1)S(N)(=O)=O Ethyl 5-(4-(5-amino-3-((4-sulfamoylphenyl)amino)-1H-1,2,4-triazole-1-carboxamido)phenyl)nicotinate